O=C(C(=O)OC)CC(C1=CC(=CC=C1)C(F)(F)F)=O methyl 2,4-dioxo-4-[3-(trifluorometh-yl)phenyl]butanoate